C(C)C=1C(NC=2C=C(C=NC2C1)CN1CCN(CC1)C=1C=CC(=NC1)C(=O)NCCCCCNC(C1=CC=C(C=C1)C1CCN(CC1)C(=O)C1=CC=CC2=C(C=CC=C12)C(F)(F)F)=O)=O 5-(4-((7-ethyl-6-oxo-5,6-dihydro-1,5-naphthyridin-3-yl)methyl)piperazin-1-yl)-N-(5-(4-(1-(5-(trifluoromethyl)-1-naphthoyl)piperidin-4-yl)benzamido)pentyl)picolinamide